FC1=NC(=C2N=CN(C2=N1)C1OCCCC1)NCC1=CC=C(C=C1)C Fluoro-6-[(4-methylbenzyl)amino]-9-(tetrahydro-2H-pyran-2-yl)-9H-purine